[Si](C)(C)(C(C)(C)C)OCC=1C=C(C=CC1)CO (3-(((tert-butyldimethylsilyl)oxy)methyl)phenyl)methanol